C(CCCCCCCCCCC)C(C)=C(C)C 2-dodecyl-3-methyl-2-butene